bis[5-(diphenylphosphanyl)cyclopenta-1,3-dienyl]-iron(II) palladium chloride [Pd](Cl)Cl.C1(=CC=CC=C1)P(C1C=CC=C1[Fe]C1=CC=CC1P(C1=CC=CC=C1)C1=CC=CC=C1)C1=CC=CC=C1